C1NCC12CC(C2)C#CC2=CC=C(C=C2)C=2C=1C(=C(SC1N1C(=NN=C1[C@@H](N2)C)C)C)C (9S)-7-[4-[2-(2-azaspiro[3.3]heptan-6-yl)ethynyl]phenyl]-4,5,9,13-tetramethyl-3-thia-1,8,11,12-tetrazatricyclo[8.3.0.02,6]trideca-2(6),4,7,10,12-pentaene